N-(3-(5-cyano-2-methoxyphenyl)-1-(3-(cyanomethyl)oxetan-3-yl)-1H-pyrazol-4-yl)pyrazolo[1,5-a]pyrimidine-3-carboxamide C(#N)C=1C=CC(=C(C1)C1=NN(C=C1NC(=O)C=1C=NN2C1N=CC=C2)C2(COC2)CC#N)OC